OC1=C(C(=O)O)C=C(C=C1)NC(=O)C=1C(OC2=C(C(=C(C=C2C1)[N+](=O)[O-])O)C)=O 2-Hydroxy-5-[(7-hydroxy-8-methyl-6-nitro-2-oxochromene-3-carbonyl)amino]benzoic acid